1-(4-((3-(3-fluoro-4-methoxyphenyl)imidazo[1,2-a]pyrazin-8-yl)amino)-2-methylbenzoyl)-N-(2-hydroxy-3-(pyrrolidin-1-yl)propyl)piperidine-4-carboxamide FC=1C=C(C=CC1OC)C1=CN=C2N1C=CN=C2NC2=CC(=C(C(=O)N1CCC(CC1)C(=O)NCC(CN1CCCC1)O)C=C2)C